BrC1=CC2=C(C(=NS2(=O)=O)N(CC(C)C)/N=C/C2=CC(=C(C=C2)Cl)OC)C=C1 6-bromo-N-[(E)-(4-chloro-3-methoxy-phenyl)methyleneamino]-N-isobutyl-1,1-dioxo-1,2-benzothiazol-3-amine